(Z)-5-((1H-pyrrolo[3,2-b]pyridin-3-yl)methylene)thiazolidine-2,4-dione N1C=C(C2=NC=CC=C21)\C=C/2\C(NC(S2)=O)=O